C(C)(C)(C)OC(=O)N1[C@H]2CN(C[C@@H]1CC2)C=2C1=C(N=C(N2)Cl)C(=C(N=C1)Cl)F.OC=1C(=C(C(=O)NN)C=CC1O)C 3,4-dihydroxy-2-methylbenzoyl-hydrazine Tert-butyl-(1R,5S)-3-(2,7-dichloro-8-fluoropyrido[4,3-d]pyrimidin-4-yl)-3,8-diazabicyclo[3.2.1]octane-8-carboxylate